N-[(S)-1-(3,4-dicyanophenyl)ethyl]-4-[(S)-5-methyl-1,4-diazepan-1-yl]-8-cyclopropyl-1-methyl-6-methyl-2-oxo-1,2-dihydro-1,7-diaza-3-naphthamide C(#N)C=1C=C(C=CC1C#N)[C@H](C)NC(=O)C=1C(N(C2=C(N=C(C=C2C1N1CCN[C@H](CC1)C)C)C1CC1)C)=O